benzyl-(4-hydroxyphenyl)(Methyl)sulfonium hexafluorophosphate F[P-](F)(F)(F)(F)F.C(C1=CC=CC=C1)[S+](C)C1=CC=C(C=C1)O